tert-butyl (6-bromo-1-(4-(trifluoromethyl)phenyl)-1,2,3,4-tetrahydro-1,5-naphthyridin-3-yl)carbamate BrC=1N=C2CC(CN(C2=CC1)C1=CC=C(C=C1)C(F)(F)F)NC(OC(C)(C)C)=O